ClC=1C=C(CO[C@@H]2C[C@H](C2)C(=O)NCC2=C(C(=C(C=C2)C(F)(F)F)C=2NC(C=C(N2)C)=O)F)C=CC1 trans-3-[(3-chlorobenzyl)oxy]-N-[2-fluoro-3-(4-methyl-6-oxo-1,6-dihydropyrimidin-2-yl)-4-(trifluoromethyl)benzyl]cyclobutane-1-carboxamide